N1=CC=C(C2=CC=CC=C12)N1CCN(CC1)C=O (4-(quinolin-4-yl)piperazin-1-yl)methanone